N-ethyl-N-(4-fluorophenyl)-6-oxo-1,6-dihydropyridine-2-carboxamide C(C)N(C(=O)C=1NC(C=CC1)=O)C1=CC=C(C=C1)F